C(C)(C)(C)OC(=O)N1CCC2(CC=CC(N2C2=CC(=C(C=C2)Cl)F)=O)CC1.[Br-].CC=1C=C(NC1C)N1N([NH2+]C(=N1)C1=CC=CC=C1)C1=CC=CC=C1 3-(4,5-dimethylazol-2-yl)-2,5-diphenyl-tetrazolium bromide tert-Butyl-1-(4-chloro-3-fluorophenyl)-2-oxo-1,9-diazaspiro[5.5]undec-3-ene-9-carboxylate